OC1=C(C=CC(=C1)OCCCCCCCC)C1=NC(=NC(=N1)C1=C(C=C(C=C1)C(C)(C)C)C(C)(C)C)C1=C(C=C(C=C1)C(C)(C)C)C(C)(C)C 2-(2-hydroxy-4-octoxyphenyl)-4,6-bis(2,4-di-t-butylphenyl)-s-triazine